[Cl-].COC(CCCC[NH3+])=O 5-Methoxy-5-oxopentan-1-aminium chloride